[C].O=S oxysulfide carbon